ClC1=CC(=C(C=C1)S(=O)(=O)N1CCC(CC1)(C(=O)OC)F)C1=CC(=CC=C1)OC methyl 1-[4-chloro-2-(3-methoxyphenyl)phenyl]sulfonyl-4-fluoro-piperidine-4-carboxylate